F[B-](F)(F)F.ClC1=C(C(=CC=C1)Cl)[N+]#N 2,6-dichlorobenzenediazonium tetrafluoroborate